methyl [(6S)-4-(2'-fluoro-4'-hydroxy[1,1'-biphenyl]-4-yl)-2,3,9-trimethyl-6H-thieno[3,2-f][1,2,4]triazolo[4,3-a][1,4]diazepin-6-yl]acetate FC1=C(C=CC(=C1)O)C1=CC=C(C=C1)C1=N[C@H](C=2N(C3=C1C(=C(S3)C)C)C(=NN2)C)CC(=O)OC